2-[4-(2,2-difluorocyclopropyl)-6-methoxy-pyrimidin-5-yl]-5H-pyrrolo[3,2-d]pyrimidine FC1(C(C1)C1=NC=NC(=C1C=1N=CC2=C(N1)C=CN2)OC)F